1,4-bis(3,6-dibromo-9H-carbazole-9-yl)benzene BrC=1C=CC=2N(C3=CC=C(C=C3C2C1)Br)C1=CC=C(C=C1)N1C2=CC=C(C=C2C=2C=C(C=CC12)Br)Br